FC(F)(F)SSCC(F)(F)F (2,2,2-trifluoroethyl) (trifluoromethyl) disulfide